9-Oxabicyclo[6.1.0]nonane C12CCCCCCC2O1